4-iodo-N-(4-methylbenzyl)aniline IC1=CC=C(NCC2=CC=C(C=C2)C)C=C1